3-((1-(3-cyclopropyl-3-phenylpropionyl)-4-hydroxypiperidin-4-yl)methyl)-4-oxo-3,4-dihydrothiophene C1(CC1)C(CC(=O)N1CCC(CC1)(O)CC1CSCC1=O)C1=CC=CC=C1